C(\C=C\C1=CC(OC)=C(O)C(OC)=C1)(=O)[C@@]1([C@H](O)[C@H](O)[C@@H](CO)O1)N1C(=O)NC(=O)C=C1 sinapoyl-uridine